ClC1=C(C(=O)O)C(=CC(=C1)C1=NC=NC(=C1)NCCN1C(=CC2=C(C=CC(=C12)Cl)OC)C)CC 2-Chloro-4-{6-[2-(7-chloro-4-methoxy-2-methyl-indol-1-yl)-ethylamino]-pyrimidin-4-yl}-6-ethyl-benzoic acid